C(OCC1(CC1)C#N)(=O)Cl (1-cyanocyclopropyl)methyl carbonochloridate